3-(4-(5,8-dioxaspiro[3.4]octan-2-yl)phenoxy)piperidine-2,6-dione C1C(CC12OCCO2)C2=CC=C(OC1C(NC(CC1)=O)=O)C=C2